8-(4-methoxy-3-methylphenyl)-1,4-dioxaspiro[4.5]decane COC1=C(C=C(C=C1)C1CCC2(OCCO2)CC1)C